BrC1=CC(=CC=2N(C(=NC21)C)CCC2=CC=CC=C2)C=2C(=NOC2C)C 4-(4-bromo-2-methyl-1-phenethyl-1H-benzo[d]imidazol-6-yl)-3,5-dimethylisoxazole